4-fluoro-N-[4-fluoro-2-[rac-(3R)-3,4-dimethylpiperazin-1-yl]-5-[2-[rac-(2R)-2-methylmorpholin-4-yl]pyrimidin-5-yl]phenyl]-2-(trifluoromethyl)benzamide FC1=CC(=C(C(=O)NC2=C(C=C(C(=C2)C=2C=NC(=NC2)N2C[C@H](OCC2)C)F)N2C[C@H](N(CC2)C)C)C=C1)C(F)(F)F |r|